[2-aminoethyl-[8-(1-octylnonoxy)-8-oxo-octyl]amino]heptyl decanoate C(CCCCCCCCC)(=O)OCCCCCCCN(CCCCCCCC(=O)OC(CCCCCCCC)CCCCCCCC)CCN